C(C)(C)(C)OC(=O)N1CCC(CC1)C=1N(N=C2C=C(C=CC12)C1=C(C=CC=C1)C)C(C)CCO 4-(2-(4-hydroxybut-2-yl)-6-(o-tolyl)-2H-indazol-3-yl)piperidine-1-carboxylic acid tert-butyl ester